2-chloro-4-methylpiperazine ClC1NCCN(C1)C